ClC1=NN=C(C2=C1CCC2O)Cl 1,4-dichloro-6,7-dihydro-5H-cyclopenta[d]pyridazin-5-ol